2,5-dimethylbenzothiazol-6-amine CC=1SC2=C(N1)C=C(C(=C2)N)C